N-ethylidene-3-(methyldimethoxysilyl)-1-propanamine C(C)=NCCC[Si](OC)(OC)C